C(#N)C=1C=C(C(=NC1)C(=O)NC=1C=C2C(=NNC2=CC1)C1=CC(=CC=C1)OC)C1CC1 5-Cyano-3-cyclopropyl-N-(3-(3-methoxyphenyl)-1H-indazol-5-yl)picolinamide